2-(4-bromo-3-methyl-2-nitroanilino)ethan-1-ol BrC1=C(C(=C(NCCO)C=C1)[N+](=O)[O-])C